N1C=C(C2=CC=CC=C12)C=O 3-Indole-carbaldehyde